C(C=C)(=O)N1[C@H](CN(CC1)C1=NC(=NC=2C[C@]3(CCC12)C=C(C1=C(C=CC=C13)Cl)C)OC[C@H]1N(CCC1)C)CC#N 2-((S)-1-acryloyl-4-((R)-4-chloro-3-methyl-2'-(((S)-1-methylpyrrolidin-2-yl)methoxy)-5',8'-dihydro-6'H-spiro[indene-1,7'-quinazolin]-4'-yl)piperazin-2-yl)acetonitrile